FC(C=1C=NN(C1)CC1CC2(CN(C2)C(=O)OC(C)(C)C)C1)(F)F tert-butyl 6-[[4-(trifluoromethyl)pyrazol-1-yl]methyl]-2-azaspiro[3.3]heptane-2-carboxylate